(1R,2S,5S)-N-[[4-(3-chlorophenyl)-1,2,4-triazol-3-yl]-cyano-methyl]-3-[(2S)-3,3-dimethyl-2-[(2,2,2-trifluoroacetyl)amino]butanoyl]-6,6-dimethyl-3-azabicyclo[3.1.0]hexane-2-carboxamide ClC=1C=C(C=CC1)N1C(=NN=C1)C(NC(=O)[C@@H]1[C@H]2C([C@H]2CN1C([C@H](C(C)(C)C)NC(C(F)(F)F)=O)=O)(C)C)C#N